5-(2-iodophenyl)-10,11-dihydro-5H-dibenzo[b,f]azepine IC1=C(C=CC=C1)N1C2=C(CCC3=C1C=CC=C3)C=CC=C2